ClC1=CC=C(O1)C1C(=NN(C1(C(=O)NCC1CN(C(CO1)(C)C)C)C)C1=C(C=C(C=C1)F)F)C1=C(C=C(C=C1)F)F 4-(5-chloro-furan-2-yl)-1,3-bis(2,4-difluorophenyl)-5-methyl-N-((4,5,5-trimethyl-morpholin-2-yl)methyl)-4,5-dihydro-1H-pyrazole-5-carboxamide